FC(OC=1C=C2C=C(C=NC2=C(C1)N1CCC(CC1)C(F)(F)F)C(=O)OC)(F)F Methyl 6-(trifluoromethoxy)-8-(4-(trifluoromethyl)piperidin-1-yl)quinoline-3-carboxylate